hydroxy-2,5-dimethylbenzamide OC=1C(=C(C(=O)N)C=C(C1)C)C